CC(C)C[C@H](C(=O)NCC(=O)N1CCC(CC1)C2=CC(=NN2C)C3=C(C(=C(C=C3)OCC4=CC=C(O4)C(=O)O)Cl)Cl)N=C(N)N The molecule is a leucine derivative obtained by fpormal condensation of the secondary amino group of 5-({2,3-dichloro-4-[1-methyl-5-(piperidin-4-yl)-1H-pyrazol-3-yl]phenoxy}methyl)-2-furoic acid and the carboxy group of N-amidino-L-leucylglycine It is a member of guanidines, a furoic acid, a pyrazolylpiperidine, a glycine derivative, a dichlorobenzene and a D-leucine derivative.